CC=1N=C2CC(CN(C2=CC1)C1=CC=C(C=C1)C(F)(F)F)CNC(C)=O N-((6-methyl-1-(4-(trifluoromethyl)phenyl)-1,2,3,4-tetrahydro-1,5-naphthyridin-3-yl)methyl)acetamide